ClC=1C(=CC2=C(N(C=N2)C)C1)C=1C=C(C=CC1)NC(C1=CC(=C(C=C1)NC(\C=C\CCl)=O)C#N)=O (E)-N-(3-(6-chloro-1-methyl-1H-benzo[d]imidazol-5-yl)phenyl)-4-(4-chlorobut-2-enamido)-3-cyanobenzamide